N5-((1R,5S,6r)-3-Oxabicyclo[3.1.0]hexan-6-yl)-N3-methyl-1-((1,2,3,4-tetrahydroquinolin-8-yl)methyl)-1H-pyrazole-3,5-dicarboxamide [C@H]12COC[C@@H]2C1NC(=O)C1=CC(=NN1CC=1C=CC=C2CCCNC12)C(=O)NC